O1CCC(=CC1)C1=CC=C(C=C1)C(C)(C)NC(=O)NC=1C=C2CN(C(C2=CC1)=O)C1C(NC(CC1)=O)=O 1-(2-(4-(3,6-dihydro-2H-pyran-4-yl)phenyl)propan-2-yl)-3-(2-(2,6-dioxopiperidin-3-yl)-1-oxoisoindolin-5-yl)urea